ClC1=CC(=C(OCC2=CC=CC(=N2)OC2=CC=C(CC3=NC4=C(N3CC3=CN=CN3CC)C=C(C=C4)C(=O)O)C=C2)C=C1)F 2-(4-((6-((4-chloro-2-fluorophenoxy)methyl)pyridin-2-yl)oxy)benzyl)-1-((1-ethyl-1H-imidazol-5-yl)methyl)-1H-benzo[d]imidazole-6-carboxylic acid